1-[1-[2-amino-4-(trifluoromethoxy)benzoyl]-4-piperidyl]-6-tetrahydropyran-2-yl-3H-imidazo[4,5-b]pyridin-2-one NC1=C(C(=O)N2CCC(CC2)N2C(NC3=NC=C(C=C32)C3OCCCC3)=O)C=CC(=C1)OC(F)(F)F